ethyl 4-{4-[(2S)-4-amino-2-{[(9H-fluoren-9-ylmethoxy) carbonyl] amino} butyrylamino]-1-methylpyrrole-2-carboxamido}-1-methylimidazole-2-carboxylate NCC[C@@H](C(=O)NC=1C=C(N(C1)C)C(=O)NC=1N=C(N(C1)C)C(=O)OCC)NC(=O)OCC1C2=CC=CC=C2C=2C=CC=CC12